(2-carboxyethyl)phosphin hydrochlorid Cl.C(=O)(O)CCP